C(C)(C)(C)OC(=O)N1CCN(CC1)C1=NC=NC2=CC=C(C=C12)C=1C=NC(=C(C1)[N+](=O)[O-])N(C)C(=O)OC(C)(C)C 4-(6-(6-((tert-butoxycarbonyl)(methyl)amino)-5-nitropyridin-3-yl)quinazolin-4-yl)piperazine-1-carboxylic acid tert-butyl ester